C(C)(C)(C)OC(=O)N1CC(C1)[C@@H]1CN(CCC1)[C@@H]1C[C@](CC1)(C(=O)O)C trans-3-((R)-3-(1-(tert-butoxycarbonyl)azetidin-3-yl)piperidin-1-yl)-1-methylcyclopentane-1-carboxylic acid